CCN(C(C)C)C(C)C.CC1=CC=C(C=C1)S(=O)(=O)O N,N-diisopropylethylamine p-toluenesulfonate